(R)-4-(2-chloro-7-((4-methylpiperazin-1-yl)methyl)thieno[3,2-d]pyrimidine-4-yl)-3-methylmorpholine ClC=1N=C(C2=C(N1)C(=CS2)CN2CCN(CC2)C)N2[C@@H](COCC2)C